N12CC(CC(CC1)CC2)OC(=O)N2CCN(CC2)C=2C=C(C=CC2)C2=CC=CC=C2 4-([1,1'-biphenyl]-3-yl)piperazine-1-carboxylic acid 1-azabicyclo[3.2.2]non-3-yl ester